The molecule is a phosphatidic acid in which the phosphatidyl acyl groups are both myristoyl. It is a conjugate acid of a 1,2-dimyrsitoylphosphatidate(2-). CCCCCCCCCCCCCC(=O)OCC(COP(=O)(O)O)OC(=O)CCCCCCCCCCCCC